4-(4-[(1-[(tert-butoxy)carbonyl]piperidin-4-yl)methyl]piperazin-1-yl)piperidine-1-carboxylic acid benzyl ester C(C1=CC=CC=C1)OC(=O)N1CCC(CC1)N1CCN(CC1)CC1CCN(CC1)C(=O)OC(C)(C)C